N-(1-methyl-3-(4-(methylamino)-6-(methylthio)pyridin-2-yl)-1H-pyrrolo[2,3-c]pyridin-5-yl)acetamide CN1C=C(C=2C1=CN=C(C2)NC(C)=O)C2=NC(=CC(=C2)NC)SC